FC=1C(=CC=2C3=C(NC(C2C1)=O)COC[C@@H]3N(C(=O)C3=CC=1C(=NC=C(C1)F)N3)C)F (R)-N-(8,9-difluoro-6-oxo-1,4,5,6-tetrahydro-2H-pyrano[3,4-c]isoquinolin-1-yl)-5-fluoro-N-methyl-1H-pyrrolo[2,3-b]pyridine-2-carboxamide